CC=1OC2=C(C1C(=O)O)C=C(C=C2)OC(C)C2=C(N=CS2)C 2-methyl-5-(1-(4-methylthiazol-5-yl)ethoxy)benzofuran-3-carboxylic acid